methyl 4-(4-chlorophenoxy)-2-trifluoromethylbenzoate ClC1=CC=C(OC2=CC(=C(C(=O)OC)C=C2)C(F)(F)F)C=C1